3-[6-(2-chloro-5-fluoropyrimidin-4-yl)-4-fluoro-2-methyl-1H-benzimidazol-1-yl]azetidine-1-carboxylic acid tert-butyl ester C(C)(C)(C)OC(=O)N1CC(C1)N1C(=NC2=C1C=C(C=C2F)C2=NC(=NC=C2F)Cl)C